CN(C(C)=O)C1=CC=C(C=C1)C(F)(F)F N-methyl-N-(4-(trifluoromethyl)phenyl)acetamide